C(=O)(O)CN(CC(=O)O)C1CS(CC1)(=O)=O N-(carboxymethyl)-N-(tetrahydro-1,1-dioxo-3-thienyl)glycine